OC1=CC(=NN1C1=CC=CC=C1)C(=O)NC1=CC=C(C=C1)CO 5-hydroxy-N-(4-(hydroxymethyl)phenyl)-1-phenyl-1H-pyrazole-3-carboxamide